(7S,10R)-(4-fluoro-1-methyl-5,6,7,8,9,10-hexahydro-7,10-epiminocyclohepta[b]indol-11-yl)(5-(trifluoromethyl)-1H-pyrazol-3-yl)methanone FC=1C=CC(=C2C3=C(NC12)C[C@@H]1CC[C@H]3N1C(=O)C1=NNC(=C1)C(F)(F)F)C